FC(C(=O)C1=CC=C(C=C1)OCCCOC1=CC=C(C=C1)C(C(F)(F)F)=NOS(=O)(=O)C(F)(F)F)(F)F 2,2,2-trifluoro-1-(4-(3-(4-(2,2,2-trifluoro-1-(trifluoromethanesulfonyloxyimino)ethyl)phenoxy)propoxy)phenyl)ethanone